6-chloro-3-[1-[7-chloro-3,6-dimethyl-4-oxo-2-(3-pyridyl)chromen-8-yl]ethoxy]pyridine-2-carbonitrile ClC1=CC=C(C(=N1)C#N)OC(C)C=1C(=C(C=C2C(C(=C(OC12)C=1C=NC=CC1)C)=O)C)Cl